tert-butyl (3s)-3-(3,5-difluorophenoxy)pyrrolidine-1-carboxylate FC=1C=C(O[C@@H]2CN(CC2)C(=O)OC(C)(C)C)C=C(C1)F